C(C)(C)(C)C1=CC=C(C=C1)\C=C\C1=CC=C(C=C1)C(C)(C)C (E)-1,2-bis(4-(tert-butyl)phenyl)ethene